FC1=CC=C(C=C1)/C=C/C[C@H](C(=O)N1CC2(CC2)C[C@H]1C(=O)N[C@@H](C[C@H]1C(NCC1)=O)C(COC(F)(F)F)=O)O (S)-5-((R,E)-5-(4-fluorophenyl)-2-hydroxypent-4-enoyl)-N-((S)-3-oxo-1-((S)-2-oxopyrrolidin-3-yl)-4-(trifluoromethoxy)butan-2-yl)-5-azaspiro[2.4]heptane-6-carboxamide